N1=CC=C(C2=CC=CC=C12)CC(=O)O quinoline-4-acetic acid